CSC1=NC(=CC(=N1)C=1C=CC(NC1)=O)C(F)(F)F 5-(2-(methylthio)-6-(trifluoromethyl)pyrimidin-4-yl)pyridine-2(1H)-one